NC1CCC(CC1)NC1=NC=C(C=N1)CCC1=CC(=C(C=C1)NS(=O)(=O)C1=C(C=CC=C1)Cl)F N-(4-(2-(2-(((1r,4r)-4-aminocyclohexyl)amino)pyrimidin-5-yl)ethyl)-2-fluorophenyl)-2-chlorobenzenesulfonamide